diphenylsilylbis(2-methylcyclopentadienyl)zirconium dichloride [Cl-].[Cl-].C1(=CC=CC=C1)[SiH](C1=CC=CC=C1)[Zr+2](C1C(=CC=C1)C)C1C(=CC=C1)C